(Z)-2-(5-(3-fluorobenzylidene)-2,4-dioxothiazolidin-3-yl)-N-(4-methyl-2-oxo-2H-chromen-7-yl)acetamide FC=1C=C(\C=C/2\C(N(C(S2)=O)CC(=O)NC2=CC=C3C(=CC(OC3=C2)=O)C)=O)C=CC1